(S)-3-(3-bromo-5-fluorophenyl)-2-((R)-1-(tert-butoxycarbonyl)pyrrolidin-3-yl)propanoic acid BrC=1C=C(C=C(C1)F)C[C@H](C(=O)O)[C@@H]1CN(CC1)C(=O)OC(C)(C)C